C[C@@H]1CC[C@@H]2[C@@]13C[C@H](C2(C)C)C(=C(C3)C(=O)C)C 1-Cedr-8-en-9-ylethanone